(S)-5-(3-cyano-5-fluorophenylmethyl)-N-(5-methyl-4-oxo-2,3,4,5-tetrahydropyrido[3,2-b][1,4]oxazepin-3-yl)-4H-1,2,4-triazole-3-carboxamide C(#N)C=1C=C(C=C(C1)F)CC=1NC(=NN1)C(=O)N[C@@H]1C(N(C2=C(OC1)C=CC=N2)C)=O